O=C1N(C(C2=CC=CC=C12)=O)CCCCN(CC1=NC=CC=C1)C[C@@H]1N(CCN(C1)C(=O)OCC1=CC=CC=C1)C(=O)OC(C)(C)C 4-benzyl 1-(tert-butyl) (S)-2-(((4-(1,3-dioxoisoindolin-2-yl)butyl)(pyridin-2-ylmethyl)amino)methyl)piperazine-1,4-dicarboxylate